C(=O)=[RuH]Cl (carbonyl)(chloro)(hydrido)ruthenium